C1(=CC=CC=C1)C(C1=C(C=CC=2C3=CC=C(C=C3CC12)C(C)(C)C)C(C)(C)C)(C1C=CC=C1)CCC=C 1-phenyl-1-(but-3-en-1-yl)-1-cyclopentadienyl-1-(2,7-di-tert-butylfluorenyl)methane